5-amino-1-methyl-pyrazole-3-carboxamide NC1=CC(=NN1C)C(=O)N